2-[(S)-3-methoxyPyrrolidine-1-carbonyl]-6-(3-methyl-1H-pyrrolo[2,3-b]pyridin-5-yl)-1,2,3,4-tetrahydroisoquinoline CO[C@@H]1CN(CC1)C(=O)N1CC2=CC=C(C=C2CC1)C=1C=C2C(=NC1)NC=C2C